CCOC(=O)C(C)C The molecule is a fatty acid methyl ester obtained by the formal condensation of isobutyric acid with ethanol. It has a role as a metabolite. It derives from an isobutyric acid.